Zirconium iso-propoxide CC([O-])C.[Zr+4].CC([O-])C.CC([O-])C.CC([O-])C